NC=1C=C(C=C(C1)C(F)(F)F)[C@@H](C)NC1=NC(=NC2=CC(=C(C=C12)OCCOC)OC)C1CC(C1)(F)F (R)-N-(1-(3-amino-5-(trifluoromethyl)phenyl)ethyl)-2-(3,3-difluorocyclobutyl)-7-methoxy-6-(2-methoxyethoxy)quinazolin-4-amine